bis{1-ethyl (3-oxetanyl)methyl} ether C(C)C(C1COC1)OC(CC)C1COC1